1-(4-(3,4-dichloro-2-oxopyridin-1(2H)-yl)phenyl)-5-(trifluoromethyl)-1H-pyrazole-4-carboxamide ClC=1C(N(C=CC1Cl)C1=CC=C(C=C1)N1N=CC(=C1C(F)(F)F)C(=O)N)=O